C(C)(C)(C)C1=CC=C(C=C1)C=1N(C=NN1)C1=CC=CC=C1 5-(4-tert-butylphenyl)-4-phenyl-4H-1,2,4-Triazole